O1C=CC2=C1C=CC(=C2)C[C@@H](C)N([S@](=O)C(C)(C)C)C (R)-N-((R)-1-(benzofuran-5-yl)propan-2-yl)-N,2-dimethylpropane-2-sulfinamide